8-(4,4-difluoropiperidinyl)-6-bromo-3-iodoquinoline FC1(CCN(CC1)C=1C=C(C=C2C=C(C=NC12)I)Br)F